2-ethylmethyldimethoxysilane CC[Si](OC)(OC)C